S(=O)(=O)(OCCC([C@H]1C(NCC1)=O)NC(CCCC)=O)[O-] (pentanamido)-3-((S)-2-oxopyrrolidin-3-yl)propyl sulfate